5,6-dichloro-N-methyl-2,3-dihydrobenzofuran-3-amine ClC=1C(=CC2=C(C(CO2)NC)C1)Cl